C1(CC1)C=1SC(=CN1)S(=O)(=O)C1OC2(CC1=O)CCNCC2 ((2-cyclopropylthiazol-5-yl)sulfonyl)-1-oxa-8-azaspiro[4.5]decan-3-one